C(CCCCC(=O)ON1C(CCC1=O)=O)(=O)ON1C(CCC1=O)=O Bis(2,5-dioxopyrrolidin-1-yl) adipate